CC1=C(NC=C1C1=NN(C=C1)C)C(=O)OCC Ethyl 3-methyl-4-(1-methyl-1H-pyrazol-3-yl)-1H-pyrrole-2-carboxylate